FC1(CC(C1)C=1C(=CC=2N(N1)C(=CN2)C2=NC(=NC=C2F)N[C@H]2CNCC[C@@H]2F)OC)F (6-(3,3-difluorocyclobutyl)-7-methoxyimidazo[1,2-b]pyridazin-3-yl)-5-fluoro-N-((3S,4S)-4-fluoropiperidin-3-yl)pyrimidin-2-amine